(S)-2-((S)-2-((tert-Butoxycarbonyl)(methyl)amino)propanamido)-2-cyclohexylacetic acid C(C)(C)(C)OC(=O)N([C@H](C(=O)N[C@H](C(=O)O)C1CCCCC1)C)C